tert-butyl (rac)-4-(aminomethyl)-1-(4-bromophenyl)-3-hydroxy-1,4,6,7-tetrahydro-5H-pyrazolo[4,3-c]pyridine-5-carboxylate NC[C@@H]1N(CCC2=C1C(=NN2C2=CC=C(C=C2)Br)O)C(=O)OC(C)(C)C |r|